CC1=NN(C(=C1)C(=O)O)C1=CC=CC=C1 3-methyl-1-phenyl-pyrazole-5-carboxylic acid